O1C(CCC=C1)CN1C(C2=CC=CC=C2C1=O)=O 2-(3,4-dihydro-2H-pyran-2-ylmethyl)isoindoline-1,3-dione